3-methyl-5-(5-methyl-7-oxo-5,6,7,8-tetrahydropteridin-4-yl)thiophene-2-carboxamide CC1=C(SC(=C1)C1=NC=NC=2NC(CN(C12)C)=O)C(=O)N